5-(1-(3,5-dichloropyridin-4-yl)ethoxy)-N-(6-((3S,SR)-3,5-dimethylpiperazin-1-yl)pyridin-3-yl)-1H-indazole-3-carboxamide ClC=1C=NC=C(C1C(C)OC=1C=C2C(=NNC2=CC1)C(=O)NC=1C=NC(=CC1)N1C[C@@H](N[C@H](C1)C)C)Cl |&1:32|